C(C)(C)(C)OC(=O)C1CN(C1)CCN1C(N(\C(\C1=O)=C/N1N=C(N=C1)C1=CC(=CC(=C1)C(F)(F)F)C(F)(F)F)C)=O (Z)-1-(2-(4-((3-(3,5-bis(trifluoromethyl)phenyl)-1H-1,2,4-triazol-1-yl)methylene)-3-methyl-2,5-dioxoimidazolidin-1-yl)ethyl)azetidine-3-carboxylic acid tert-butyl ester